(R)-N-(1-(1-(2,4-bis(trifluoromethyl)phenyl)ethyl)-1H-pyrazol-4-yl)-5-(3-chloropyridin-2-yl)isoxazole-3-carboxamide FC(C1=C(C=CC(=C1)C(F)(F)F)[C@@H](C)N1N=CC(=C1)NC(=O)C1=NOC(=C1)C1=NC=CC=C1Cl)(F)F